4-(3-(4-((3S,5R)-3,5-dimethyl-4-(prop-2-yn-1-yl)piperazin-1-yl)-3,5-difluorophenyl)-2-methyl-3H-imidazo[4,5-b]pyridin-5-yl)pyridin-2-amine C[C@H]1CN(C[C@H](N1CC#C)C)C1=C(C=C(C=C1F)N1C(=NC=2C1=NC(=CC2)C2=CC(=NC=C2)N)C)F